3-(2-(3-(1-((tert-butylsulfinyl)imino)ethyl)-2-fluorophenyl)-2,2-difluoroethyl)azetidine-1-carboxylic acid tert-butyl ester C(C)(C)(C)OC(=O)N1CC(C1)CC(F)(F)C1=C(C(=CC=C1)C(C)=NS(=O)C(C)(C)C)F